COC1=CC=C(CN(S(=O)(=O)CC2=CC=CC=C2)CC2=CC=C(C=C2)OC)C=C1 N,N-BIS(4-METHOXYBENZYL)-1-PHENYLMETHANESULFONAMIDE